ethyl 11-ethyl-10-oxo-1,9-diazatricyclo[6.3.1.04,12]dodeca-2,4,6,8(12)-tetraene-2-carboxylate C(C)C1C(NC=2C=CC=C3C=C(N1C32)C(=O)OCC)=O